ClC=1C=C(CNC2=C3N=CN(C3=NC=N2)[C@H]2[C@@H](O)[C@H](O)[C@H](O2)CO)C=CC1 6-(3-chlorobenzylamino)-9-β-D-arabinofuranosylpurine